BrC1=NC=C(C(=O)OC)C(=C1)C1=C(C=CC=C1)OC methyl 6-bromo-4-(2-methoxyphenyl)nicotinate